ClC1=NC=C(C(=N1)N1C=C(C2=CC(=CC=C12)[N+](=O)[O-])C)F 1-(2-chloro-5-fluoro-pyrimidin-4-yl)-3-methyl-5-nitro-indole